2-(1-(Naphthalen-1-yl)ethyl)-7-nitro-1,2,3,4-tetrahydroisoquinoline C1(=CC=CC2=CC=CC=C12)C(C)N1CC2=CC(=CC=C2CC1)[N+](=O)[O-]